ClC=1C(=CC2=C(N(C(NC2=O)=O)C2=C(C=CC=C2S(=O)(=O)C)C2CCC2)N1)F 7-chloro-1-(2-cyclobutyl-6-(methylsulfonyl)phenyl)-6-fluoropyridino[2,3-d]pyrimidin-2,4(1H,3H)-dione